N-(4-cyanopyridin-3-yl)-7-(4-(trifluoromethyl)-phenoxy)-3,4-dihydroisoquinoline-2(1H)-carboxamide C(#N)C1=C(C=NC=C1)NC(=O)N1CC2=CC(=CC=C2CC1)OC1=CC=C(C=C1)C(F)(F)F